(R)-tert-Butyl 3-(5-methyl-6-((1-(naphthalen-1-yl)ethyl) carbamoyl)-1H-benzo[d]imidazol-2-yl)azetidine-1-carboxylate CC1=CC2=C(NC(=N2)C2CN(C2)C(=O)OC(C)(C)C)C=C1C(N[C@H](C)C1=CC=CC2=CC=CC=C12)=O